N-(3-((2-((5-methyl-1-(1-methylpiperidin-4-yl)-1H-1,2,3-triazol-4-yl)amino)-5-(trifluoromethyl)pyrimidin-4-yl)amino)propyl)oxetan-3-carboxamide CC1=C(N=NN1C1CCN(CC1)C)NC1=NC=C(C(=N1)NCCCNC(=O)C1COC1)C(F)(F)F